C1(=CC=CC=C1)C=1C=C2C(=NC1)NC=C2C2=CC=1N(C=C2)N=CC1C(=O)NC=1C=NC=CC1 5-(5-phenyl-1H-pyrrolo[2,3-b]pyridin-3-yl)-N-(pyridin-3-yl)pyrazolo[1,5-a]pyridine-3-carboxamide